COC1=CC=C(CN2C(C(CCC2=O)N2C3=NC=CC=C3C=3C2=CN=CC3)=O)C=C1 1-(4-methoxybenzyl)-3-(9H-pyrrolo[2,3-b:5,4-c']dipyridin-9-yl)piperidine-2,6-dione